FC1=C(C(=CC=C1)F)[C@H](CC1=NC(=NC(=N1)N[C@@H](CO)CC(C)C)NS(=O)(=O)C)C N-(4-((S)-2-(2,6-difluorophenyl)propyl)-6-(((R)-1-hydroxy-4-methylpent-2-yl)amino)-1,3,5-triazin-2-yl)methanesulfonamide